F[C@H]1CN(CC1)C1=CC=C(C=N1)N1N=C2C(=C1)C(N(C2)C(=O)OC(C)(C)C)=O (R)-tert-butyl 2-(6-(3-fluoropyrrolidin-1-yl)pyridin-3-yl)-4-oxo-4,6-dihydropyrrolo[3,4-c]pyrazole-5(2H)-carboxylate